5-chloro-7-(4-fluorophenyl)-3-methyl-2,3-dihydrofuro[2,3-c]pyridin-3-amine ClC=1C=C2C(=C(N1)C1=CC=C(C=C1)F)OCC2(N)C